FC(N1N=CC(=C1)C1=CC(=C(COC2=CC=CC(=N2)C2=CC(=C(CC3=NC4=C(N3CCOC)C=C(C=C4)C(=O)O)C=C2F)F)C=C1)F)F 2-(4-(6-((4-(1-(difluoromethyl)-1H-pyrazol-4-yl)-2-fluorobenzyl)oxy)pyridin-2-yl)-2,5-difluorobenzyl)-1-(2-methoxyethyl)-1H-benzo[d]imidazole-6-carboxylic acid